1-(3-cyanopropionyl)-4-fluoro-N-{phenyl-[4-(propan-2-yl)phenyl]methyl}pyrrolidine-2-carboxamide C(#N)CCC(=O)N1C(CC(C1)F)C(=O)NC(C1=CC=C(C=C1)C(C)C)C1=CC=CC=C1